Ethyl 2-(4-((4-ethyl-4-methyl-2,5-dioxo-3-(4-(trifluoromethyl) phenyl) imidazolin-1-yl) methyl)-2,6-dimethylphenoxy)-2-methylpropionate C(C)C1(N(C(N(C1=O)CC1=CC(=C(OC(C(=O)OCC)(C)C)C(=C1)C)C)=O)C1=CC=C(C=C1)C(F)(F)F)C